1-(iodomethyl)-3,5-bis(methoxyl-methoxy)benzene ICC1=CC(=CC(=C1)OCOC)OCOC